5-methyl-7-(3-{[5-methyl-1-(propan-2-yl)-1H-pyrazol-3-yl]carbamoyl}azetidin-1-yl)-4-oxo-1-(1,2,4-thiadiazol-5-yl)-1,4-dihydro-1,8-naphthyridine-3-carboxylic acid CC1=C2C(C(=CN(C2=NC(=C1)N1CC(C1)C(NC1=NN(C(=C1)C)C(C)C)=O)C1=NC=NS1)C(=O)O)=O